ClC=1SC(=C(N1)C(=O)OC)CCCOC1=C(C=CC=C1I)F methyl 2-chloro-5-(3-(2-fluoro-6-iodophenoxy)propyl)thiazole-4-carboxylate